C(C)(=O)NC1=NN(C=C1)C(=O)N1CC2C(C1)CN(C2)CC2=CC(=C(C(=O)N)C=C2)C(F)(F)F 4-((5-(3-Acetamido-1H-pyrazole-1-carbonyl)hexahydropyrrolo[3,4-c]pyrrol-2(1H)-yl)methyl)-2-(trifluoromethyl)benzamide